[Zr].[Ag].[Cu] Copper-silver-zirconium